COC1=C(C(=CC=C1)OC)C1=CNC2=NC(=CC=C21)NC(NCCN2CCN(CC2)C)=O 3-[3-(2,6-dimethoxyphenyl)-1H-pyrrolo[2,3-b]pyridin-6-yl]-1-[2-(4-methylpiperazin-1-yl)ethyl]urea